6-((3-(4-fluoro-2-(3-fluoro-phenyl)pyrrolidine-1-carbonyl)bicyclo[1.1.1]-pentan-1-yl)methoxy)-picolinonitrile FC1CC(N(C1)C(=O)C12CC(C1)(C2)COC2=CC=CC(=N2)C#N)C2=CC(=CC=C2)F